6-((5-amino-2-chlorophenyl)thio)-(4-(aminomethyl)-4-methylpiperidin-1-yl)pyrazin-2(1H)-one NC=1C=CC(=C(C1)SC1=CN=CC(N1N1CCC(CC1)(C)CN)=O)Cl